COC([C@H]([C@@H](CBr)O)Br)=O (2S,3R)-2,4-dibromo-3-hydroxy-butyric acid methyl ester